C(CCCCC)C(C(=O)OCCCCN(CCN1CCN(CC1)CCN(CCCCOC(C(CCCCCCCC)CCCCCC)=O)CCCCOC(C(CCCCCCCC)CCCCCC)=O)CCCCOC(C(CCCCCCCC)CCCCCC)=O)CCCCCCCC.FC1C(C(CCC1)(F)F)(F)F pentafluorocyclohexane ((piperazine-1,4-diylbis(ethane-2,1-diyl))bis(azanetriyl))tetrakis(butane-4,1-diyl) tetrakis(2-hexyldecanoate)